(4-(2-methoxyethoxy)-2-(thiazol-5-yl)quinolin-6-yl)isoxazole-4-carboxamide COCCOC1=CC(=NC2=CC=C(C=C12)C1=NOC=C1C(=O)N)C1=CN=CS1